4-methoxy-6-(4-(((3s,5r)-3-methyl-5-(4-methyl-1-oxo-1,3-dihydroisobenzofuran-5-yl)piperazin-1-yl)methyl)-1H-imidazol-1-yl)pyridine-3-carbonitrile COC1=C(C=NC(=C1)N1C=NC(=C1)CN1C[C@@H](N[C@@H](C1)C=1C(=C2COC(C2=CC1)=O)C)C)C#N